CP(OCC)([O-])=S O-Ethyl methylphosphonothioate